BrC=1C(=NC(=NC1)NC1=C(C=C(C(=C1)C)N1CCC(CC1)N1CCN(CC1)C)N(C)C)NC=1C(=C2N=CC=NC2=CC1)NS(=O)(=O)C N-(6-((5-bromo-2-((2-(dimethylamino)-5-methyl-4-(4-(4-methyl-piperazin-1-yl)piperidin-1-yl)phenyl)amino)pyrimidin-4-yl)amino)quinoxalin-5-yl)methanesulfonamide